(4-fluoro-3-(trifluoromethyl)phenyl)-2-nitrobenzamide FC1=C(C=C(C=C1)C=1C(=C(C(=O)N)C=CC1)[N+](=O)[O-])C(F)(F)F